N-(4-((4-acetoxyphenyl)thio)octyl)-4-methylbenzenesulfonamide C(C)(=O)OC1=CC=C(C=C1)SC(CCCNS(=O)(=O)C1=CC=C(C=C1)C)CCCC